CN(C)[Si](CC[Si](C)(C)N(C)C)(C)C 1,2-bis[(dimethylamino)dimethylsilyl]ethane